ClC=1N=C(C2=C(N1)CCN(C2)C)OC2=NC=1C=CC3=C(C1N=C2)C2=C(S3)C(NC3(CN2)CCC3)=O 3'-((2-chloro-6-methyl-5,6,7,8-tetrahydropyrido[4,3-d]pyrimidin-4-yl)oxy)-11',12'-dihydrospiro[cyclobutane-1,10'-[1,4]diazepino[5',6':4,5]thieno[3,2-f]quinoxalin]-8'(9'H)-one